ClC1=CC=NC2=CC(=CC=C12)C1=C(C=C(C=C1)C(=O)N1CCCCC1)F (4-(4-chloroquinolin-7-yl)-3-fluorophenyl)(piperidin-1-yl)methanone